FC1=C(C=CC(=C1)C(F)(F)F)C1(CC1)C(=O)NC=1C=CC(=C(C(=O)OC)C1)N1N=C(C=C1)CC(F)(F)F Methyl 5-[({1-[2-fluoro-4-(trifluoromethyl) phenyl]cyclopropyl}carbonyl) amino]-2-[3-(2,2,2-trifluoroethyl)-1H-pyrazol-1-yl]benzoate